tert-butyl (3R)-3-{[6-(dibenzylamino)-5-nitropyrimidin-4-yl]amino}pyrrolidine-1-carboxylate C(C1=CC=CC=C1)N(C1=C(C(=NC=N1)N[C@H]1CN(CC1)C(=O)OC(C)(C)C)[N+](=O)[O-])CC1=CC=CC=C1